9-hydroxy-12-(2-methoxy-pyridin-4-yl)-5-methyl-4-thia-2,12-diazatricyclo[7.3.0.03,7]dodeca-1,3(7),5-trien-8-one OC12C(C=3C=C(SC3N=C2N(CC1)C1=CC(=NC=C1)OC)C)=O